NCCN1C(C(N(CC1)C(=O)C1=NN(C=2C3=C(CCC12)C=C(C(=C3)Br)OC)C3=CC(=CC(=C3)Cl)Cl)(C)C)=O 1-(2-aminoethyl)-4-[8-bromo-1-(3,5-dichlorophenyl)-7-methoxy-4,5-dihydrobenzo[g]indazole-3-carbonyl]-3,3-dimethyl-piperazin-2-one